2-amino-3-(7-nitro-4-(pyridin-4-yl)-1H-indol-3-yl)propanoic acid NC(C(=O)O)CC1=CNC2=C(C=CC(=C12)C1=CC=NC=C1)[N+](=O)[O-]